NC1=NC(=C(C=2N1C(N(N2)C[C@H]2N(CCC2)C)=O)C2=CC(=NC(=C2)C)C)C2=CC=CC=C2 5-amino-8-(2,6-dimethyl-4-pyridinyl)-2-[[(2S)-1-methylpyrrolidin-2-yl]methyl]-7-phenyl-[1,2,4]triazolo[4,3-c]pyrimidin-3-one